4-(4-(1-methyl-2-(4-(methylsulfonyl)phenyl)-6-(4-(4-(tetrahydro-2H-pyran-4-yl)piperazin-1-yl)phenyl)-1H-benzo[d]imidazol-4-yl)benzyl)morpholine CN1C(=NC2=C1C=C(C=C2C2=CC=C(CN1CCOCC1)C=C2)C2=CC=C(C=C2)N2CCN(CC2)C2CCOCC2)C2=CC=C(C=C2)S(=O)(=O)C